6-(4-(4-isopropylpiperazin-1-yl)phenyl)-1,4-dimethyl-2-(4-(methyl-sulfonyl)phenyl)-1H-pyrrolo[3,2-c]pyridine C(C)(C)N1CCN(CC1)C1=CC=C(C=C1)C1=CC2=C(C(=N1)C)C=C(N2C)C2=CC=C(C=C2)S(=O)(=O)C